C(C)(C)[SiH](C(C)C)C(C)C tri(isopropyl)-silane